BrC1=C(OC2=C(C=CC=C2C)C)C=CC(=C1)[N+](=O)[O-] 2-(2-bromo-4-nitrophenoxy)-1,3-dimethylbenzene